Non-7-ene-2-carboxylic acid tert-butyl ester C(C)(C)(C)OC(=O)C(C)CCCCC=CC